ClC1=C(OC2CCN(CC2)CC2=NC=3C(=NC(=CC3)C(=O)O)N2C[C@H]2OCC2)C=CC=C1CC1=CC=C(C=C1)Cl 2-[(4-{2-chloro-3-[(4-chlorophenyl)methyl]phenoxy}piperidin-1-yl)methyl]-3-{[(2S)-oxetan-2-yl]methyl}-3H-imidazo[4,5-b]pyridine-5-carboxylic acid